C(=C)[B-](F)(F)F.[K+] potassium ethenyltrifluoroboranide